ClC=1C=C(C(=NC1)NC(C)=O)F N-(5-Chloro-3-Fluoropyridin-2-yl)Acetamide